4-[2-(4-cyano-3-fluorophenoxymethyl)pyrimidin-4-yl]-2-methylbenzamide C(#N)C1=C(C=C(OCC2=NC=CC(=N2)C2=CC(=C(C(=O)N)C=C2)C)C=C1)F